C1(CC1)C=1N=C(SC1C(=O)NCC1=NC=C(C=C1F)F)N1CCC(CC1)N1C[C@@H](CCC1)C 4-cyclopropyl-N-[(3,5-difluoropyridin-2-yl)methyl]-2-[(3R)-3-methyl[1,4'-bipiperidin]-1'-yl]-1,3-thiazole-5-carboxamide